5-(3-(2,6-dimethoxy-N-propioylbenzamido)propoxy)-4-methoxy-2-propioamidobenzoic acid methyl ester COC(C1=C(C=C(C(=C1)OCCCN(C(C1=C(C=CC=C1OC)OC)=O)C(CC)=O)OC)NC(CC)=O)=O